S(=O)(=O)([O-])OOS(=O)(=O)[O-].[Li+].[Li+] lithium monopersulfate